O=C1CC(CN1)C(=O)NCC1=CC=C(C=C1)NC1=CC(=CC=C1)N1CCC(CC1)C(F)(F)F 5-Oxo-N-(4-((3-(4-(trifluoromethyl)piperidin-1-yl)phenyl)amino)benzyl)pyrrolidine-3-carboxamide